(5-(benzyloxy)pentyl)triphenylphosphonium bromide [Br-].C(C1=CC=CC=C1)OCCCCC[P+](C1=CC=CC=C1)(C1=CC=CC=C1)C1=CC=CC=C1